FC1=C(C(=CC(=C1)N1CCC(CC1)=O)F)C1C(NC(CC1)=O)=O 3-(2,6-difluoro-4-(4-oxopiperidin-1-yl)phenyl)piperidine-2,6-dione